2-methyl-1-(3',5'-dimethoxyphenyl)-4-(4'-methoxyphenyl)-1,3-butadiene CC(=CC1=CC(=CC(=C1)OC)OC)C=CC1=CC=C(C=C1)OC